6-chloro-12-[[4-[2-(dimethylamino)ethoxy]-3-methoxyphenyl]methyl]-2,19-dioxa-9,12-diazatricyclo[18.4.0.03,8]tetracosa-1(24),3(8),4,6,20,22-hexaen-10-one ClC=1C=CC=2OC3=CC=CC=C3OCCCCCCN(CC(NC2C1)=O)CC1=CC(=C(C=C1)OCCN(C)C)OC